N-(5-(2-(4-(2-amino-2-oxoethyl)piperidin-1-yl)acetamido)-2-fluorophenyl)-6-(1-methyl-1H-pyrazol-4-yl)pyrazolo[1,5-a]pyrazine-3-carboxamide NC(CC1CCN(CC1)CC(=O)NC=1C=CC(=C(C1)NC(=O)C=1C=NN2C1C=NC(=C2)C=2C=NN(C2)C)F)=O